dibenzoyl-1,4-diaminocyclohexane C(C1=CC=CC=C1)(=O)C1(CCC(CC1)(N)C(C1=CC=CC=C1)=O)N